[Cl-].C(C=C)(=O)OCC[N+](CCCCCCCCCCCCCCCC)(C)C acryloxyethyl-dimethyl-cetyl-ammonium chloride